C(C)(C)N1C(=NC(=C1)C(F)(F)F)C1=CC=C(CN2C=3C(CCC2)=NN(C3)C3=C(C=CC=C3)C(C)C)C=C1 4-(4-(1-isopropyl-4-(trifluoromethyl)-1H-imidazol-2-yl)benzyl)-2-(2-isopropylphenyl)-4,5,6,7-tetrahydro-2H-pyrazolo[4,3-b]pyridine